1-cyclobutyl-N-(4-(3,3-difluoropyrrolidin-1-yl)-6-phenylpyrimidin-5-yl)-1H-pyrazole-4-carboxamide C1(CCC1)N1N=CC(=C1)C(=O)NC=1C(=NC=NC1C1=CC=CC=C1)N1CC(CC1)(F)F